CCCCCCCCCCCC(CC)O Tetradecan-12-ol